ClC=1C=NC(=NC1)N1CCC(CC1)CCCOC1=CC(=C(C=C1)CC(=O)N1CC2(CC1)C(CCC2)NC[C@@H]([C@@H]([C@@H](CO)O)O)O)F 2-(4-(3-(1-(5-chloropyrimidin-2-yl)piperidin-4-yl)propoxy)-2-fluorophenyl)-1-(6-(((2S,3S,4R)-2,3,4,5-tetrahydroxypentyl)amino)-2-azaspiro[4.4]nonan-2-yl)ethan-1-one